(22E)-stigmast-5,22-dien-3β-ol CC[C@H](\C=C\[C@@H](C)[C@H]1CC[C@H]2[C@@H]3CC=C4C[C@H](CC[C@]4(C)[C@H]3CC[C@]12C)O)C(C)C